4-chloro-2-(5-(hydroxymethyl)-3-methyl-1-(tetrahydro-2H-pyran-2-yl)-1H-pyrazol-4-yl)phenol ClC1=CC(=C(C=C1)O)C=1C(=NN(C1CO)C1OCCCC1)C